(S)-3-(Phenylpropylamino)pyrrolidine-1-carboxylic acid tert-butyl ester C(C)(C)(C)OC(=O)N1C[C@H](CC1)NCCCC1=CC=CC=C1